(3S,6S,9R,10aR)-6-((tert-butoxycarbonyl)amino)-9-isopropyl-5-oxodecahydropyrrolo[1,2-a]azocine-3-carboxylic acid C(C)(C)(C)OC(=O)N[C@H]1CC[C@H](C[C@@H]2N(C1=O)[C@@H](CC2)C(=O)O)C(C)C